3-(1-methyl-1H-pyrrol-3-yl)-2-(4-propylphenethyl)-6-((tetrahydro-2H-pyran-2-yl)methoxy)pyridin-4-ol CN1C=C(C=C1)C=1C(=NC(=CC1O)OCC1OCCCC1)CCC1=CC=C(C=C1)CCC